8-chloro-N-(3-fluoro-5-(4,4,5,5-tetramethyl-1,3,2-dioxaborolan-2-yl)phenyl)-N-methyl-[1,2,4]triazolo[4,3-a]quinazolin-5-amine ClC1=CC=C2C(=NC=3N(C2=C1)C=NN3)N(C)C3=CC(=CC(=C3)B3OC(C(O3)(C)C)(C)C)F